C(C)OC(CC1=CC(=CC=C1)C=1C(NC2=CC(=C(C=C2C1)C1=CC=C2C=CNC2=C1)Cl)=O)=O 2-(3-(7-chloro-6-(1H-indol-6-yl)-2-oxo-1,2-dihydroquinolin-3-yl)phenyl)acetic acid ethyl ester